trans-methyl 4-[[5-[2-(2-amino-3-pyridyl)-5-pyrazol-1-yl-imidazo[4,5-b]pyridin-3-yl]-2-pyridyl]carbamoyl]cyclohexanecarboxylate NC1=NC=CC=C1C1=NC=2C(=NC(=CC2)N2N=CC=C2)N1C=1C=CC(=NC1)NC(=O)[C@@H]1CC[C@H](CC1)C(=O)OC